2-(4-((2-(2,6-dimethylpyridin-4-yl)-3-isopropyl-1H-indol-5-yl)oxy)piperidin-1-yl)ethan-1-ol CC1=NC(=CC(=C1)C=1NC2=CC=C(C=C2C1C(C)C)OC1CCN(CC1)CCO)C